Cl.NC1CCN(CC1)C=1N(C(C(=C(N1)C1=CC=C(C=C1)C#N)C1=CC=C(OCC(=O)NO)C=C1)=O)C 2-(4-(2-(4-aminopiperidin-1-yl)-4-(4-cyanophenyl)-1-methyl-6-oxo-1,6-dihydropyrimidin-5-yl)phenoxy)-N-hydroxyacetamide hydrochloride